(R)-6-fluoro-1-(2-fluoro-6-methylphenyl)-4-oxo-7-(2-((pyridin-2-yloxy)methyl)pyrrolidin-1-yl)-1,4-dihydroquinoline-3-carboxylic acid FC=1C=C2C(C(=CN(C2=CC1N1[C@H](CCC1)COC1=NC=CC=C1)C1=C(C=CC=C1C)F)C(=O)O)=O